3,6-Dimethyl-2-phenyl-1-tosyl-1H-indole CC1=C(N(C2=CC(=CC=C12)C)S(=O)(=O)C1=CC=C(C)C=C1)C1=CC=CC=C1